F[C@@H]1C(NC(C[C@@H]1N1C=CC2=C1N=NC(=C2)C2=C(C=C1C=CC(=NC1=C2)C)O)(C)C)(C)C 7-{7-[(3S,4S)-3-fluoro-2,2,6,6-tetramethylpiperidin-4-yl]-7H-pyrrolo[2,3-c]pyridazin-3-yl}-2-methylquinolin-6-ol